FC1=C(CN2C(C=CC3=CN=C4C(=C23)C=CC(=N4)OCC)=O)C(=CC(=C1)SCC1=CC=C(C=C1)OC)F 1-(2,6-difluoro-4-((4-methoxybenzyl)thio)benzyl)-8-ethoxypyrido[2,3-h][1,6]naphthyridine-2(1H)-one